COC1=CC=C(C=C1)C=1OC2=C(C=C(C=C2C(C1)=O)C)[C@@H](C)NC1=C(C(=O)O)C=CC=C1 2-[[(1R)-1-[2-(4-Methoxyphenyl)-6-methyl-4-oxo-chromen-8-yl]ethyl]amino]benzoic acid